(2S)-2-((Tetrahydro-2H-pyran-2-yl)oxy)propan-1-ol O1C(CCCC1)O[C@H](CO)C